OC(CCN(C(=O)N)CCC(O)O)O N,N-bisdihydroxypropyl-urea